FC1=CC2=C(N=C(S2)N2C[C@H](N([C@@H](C2)C)C(=O)OC2CC3(CN(C3)CC3=CC=NC=C3)C2)C)C=C1 2-(pyridin-4-ylmethyl)-2-azaspiro[3.3]heptan-6-yl (2R,6R)-4-(6-fluoro-1,3-benzothiazol-2-yl)-2,6-dimethylpiperazine-1-carboxylate